C(C)OC(=O)C1=CC(=C(C=C1)C1=C(C=C(N1)C(=O)OCC)C(=O)OCC)[N+](=O)[O-] diethyl 5-(4-(ethoxycarbonyl)-2-nitrophenyl)-1H-pyrrole-2,4-dicarboxylate